4-(3-Chloroanilino)-2'-{(2R)-2-methyl-3-[(thieno[3,2-b]pyridin-7-yl)oxy]propyl}-2',3'-dihydrospiro[cyclohexane-1,1'-isoindole]-4-carboxylic acid ClC=1C=C(NC2(CCC3(N(CC4=CC=CC=C34)C[C@H](COC3=C4C(=NC=C3)C=CS4)C)CC2)C(=O)O)C=CC1